1-(pyrimidin-4-ylmethyl)urea N1=CN=C(C=C1)CNC(=O)N